C(C(C)C)C(C)(C(C)(C1=CC=CC=C1)CC(C)C)C1=CC=CC=C1 2,3-diisobutyl-2,3-diphenylbutane